N'-hydroxy-5-((3-(5-(trifluoromethoxy)pyridin-2-yl)-1,2,4-oxadiazol-5-yl)amino)pyridine ON1C(=NOC1NC=1C=CC=NC1)C1=NC=C(C=C1)OC(F)(F)F